COC=1C=C(C(=O)NN2CC(CC2)N2CCNCC2)C=CC1 3-methoxy-N-(3-(piperazin-1-yl)pyrrolidin-1-yl)benzamide